3-fluoro-4-[4-(4-hydroxy-2-methylphenyl)piperidin-1-yl]-2-(trifluoromethyl)benzonitrile FC=1C(=C(C#N)C=CC1N1CCC(CC1)C1=C(C=C(C=C1)O)C)C(F)(F)F